((2R,3S,5R)-2-ethynyl-5-(2-fluoro-6-octanamido-9H-purin-9-yl)-3-((spiro[4.5]decane-8-carbonyl)oxy)tetrahydrofuran-2-yl)methyl spiro[4.5]decane-8-carboxylate C1CCCC12CCC(CC2)C(=O)OC[C@]2(O[C@H](C[C@@H]2OC(=O)C2CCC1(CCCC1)CC2)N2C1=NC(=NC(=C1N=C2)NC(CCCCCCC)=O)F)C#C